triethylacetic acid chloride C(C)C(C(=O)Cl)(CC)CC